tert-butyl (2S,4S)-2-(2-bromo-4-(tert-butoxycarbonyl) phenyl)-4-hydroxypiperidine-1-carboxylate BrC1=C(C=CC(=C1)C(=O)OC(C)(C)C)[C@H]1N(CC[C@@H](C1)O)C(=O)OC(C)(C)C